1,4-bis(2-(4-aminophenyl)-2-propyl)benzene NC1=CC=C(C=C1)C(C)(C)C1=CC=C(C=C1)C(C)(C)C1=CC=C(C=C1)N